3,5,4'-trihydroxystilbene OC=1C=C(C=C(C1)O)C=CC1=CC=C(C=C1)O